C(=O)C=1C=C(C2=C(N=C(O2)C2=C(C(=NC=C2)C2=C(C(=CC=C2)NC=2N=CC=C3C=C(C=NC23)CN2C[C@@H](CC2)O)C)C)C1)C#N (R)-5-formyl-2-(2-(3-((3-((3-hydroxypyrrolidin-1-yl)methyl)-1,7-naphthyridin-8-yl)amino)-2-methylphenyl)-3-methylpyridin-4-yl)benzo[d]oxazole-7-nitrile